Tert-butyl 4-(6-(5-(cyclohexanesulfonamido)-6-methoxypyridin-3-yl)quinazolin-4-yl)piperazine-1-carboxylate C1(CCCCC1)S(=O)(=O)NC=1C=C(C=NC1OC)C=1C=C2C(=NC=NC2=CC1)N1CCN(CC1)C(=O)OC(C)(C)C